N1C=CC=2C1=NC=C(C2)OC=2C=C(C=CC2C(=O)NS(=O)(=O)C2=CC(=C(C=C2)OCC2(CCOCC2)F)[N+](=O)[O-])C2=CC=C(C=C2)N2C(CCC2)C2=C(C=CC=C2)Cl 3-((1H-pyrrolo[2,3-b]pyridin-5-yl)oxy)-4'-(2-(2-chlorophenyl)pyrrolidin-1-yl)-N-((4-((4-fluorotetrahydro-2H-pyran-4-yl)methoxy)-3-nitrophenyl)sulfonyl)-[1,1'-biphenyl]-4-carboxamide